COC(=O)C=1C(C(=C(NC1C)C)C(=O)OCCC#N)C1=CC(=CC=C1)[N+](=O)[O-] 2,6-dimethyl-4-(3-nitro-phenyl)-1,4-dihydro-pyridine-3,5-dicarboxylic acid 3-(2-cyano-ethyl) 5-methyl ester